N-(7-Amino-1H-pyrazolo[3,4-c]pyridin-4-yl)-2-oxo-2-[(2R,5S)-2-(1,3-benzothiazol-5-yl)-5-methyl-1-piperidyl]acetamide NC=1N=CC(=C2C1NN=C2)NC(C(N2[C@H](CC[C@@H](C2)C)C=2C=CC1=C(N=CS1)C2)=O)=O